FC1=C(C(=CC=C1)F)C1=N[C@H](C(NC=2SC=3OCCOCC3C12)=O)C (13S)-15-(2,6-difluorophenyl)-13-methyl-4,7-dioxa-9-thia-11,14-diazatricyclo[8.5.0.02,8]pentadeca-1(10),2(8),14-trien-12-one